tert-Butyl(4-(hydroxymethyl)phenyl)((2S,4R)-2-methyl-1-propionyl-1,2,3,4-tetrahydroquinolin-4-yl)carbamate C(C)(C)(C)OC(N([C@@H]1C[C@@H](N(C2=CC=CC=C12)C(CC)=O)C)C1=CC=C(C=C1)CO)=O